(3R,4S)-1-(6-(1-((1-Cyanocyclopropyl)methyl)-1H-pyrazol-4-yl)-3-fluoropyrazolo[1,5-a]pyrazin-4-yl)-3-cyclopropyl-4-methyl-2-oxopyrrolidine-3-carbonitrile C(#N)C1(CC1)CN1N=CC(=C1)C=1N=C(C=2N(C1)N=CC2F)N2C([C@]([C@@H](C2)C)(C#N)C2CC2)=O